1'-methyl-5-((2R,5S)-5-methylpiperidin-2-yl)spiro[benzo[d][1,3]dioxole-2,4'-piperidine] Lithium aluminium tetrahydride [AlH4-].[Li+].CN1CCC2(CC1)OC1=C(O2)C=CC(=C1)[C@@H]1NC[C@H](CC1)C